2,5-dibenzyloxy-3-[(2,5-dibenzyloxy-3-carboxy-phenyl)methyl-sulfonylmethyl]benzoic acid C(C1=CC=CC=C1)OC1=C(C(=O)O)C=C(C=C1CS(=O)(=O)CC1=C(C(=CC(=C1)OCC1=CC=CC=C1)C(=O)O)OCC1=CC=CC=C1)OCC1=CC=CC=C1